di(tert-butyl-peroxy)-3-hexyne C(C)(C)(C)OOC(C#CC(C)OOC(C)(C)C)C